C(C1=CC=CC=C1)OC1=C(C=C(C=C1)NC(=O)NC1=CC=C(C=C1)F)C=1N(N=CC1Br)C 1-[4-Benzyloxy-3-(4-bromo-2-methyl-2H-pyrazol-3-yl)-phenyl]-3-(4-fluoro-phenyl)-urea